1-methyl-4-(4-(trifluoromethoxy)phenyl)-1H-benzo[d]imidazole-6-carboxylic acid CN1C=NC2=C1C=C(C=C2C2=CC=C(C=C2)OC(F)(F)F)C(=O)O